1-[(1S)-1-(ethoxymethyl)-2,2-dimethyl-propyl]imidazo[4,5-c]quinolin-4-amine C(C)OC[C@H](C(C)(C)C)N1C=NC=2C(=NC=3C=CC=CC3C21)N